(8'R)-4'-chloro-8'-fluoro-4-methyl-2'-(methylthio)-2,3,5',8'-tetrahydro-6'H-spiro[indene-1,7'-quinazoline] ClC1=NC(=NC=2[C@@H](C3(CCC12)CCC1=C(C=CC=C13)C)F)SC